Trimethylsilyl-Triphenylsilylperoxid C[Si](C)(C)C1=C(C=CC=C1)[Si](C1=CC=CC=C1)(C1=CC=CC=C1)OO[Si](C1=CC=CC=C1)(C1=CC=CC=C1)C1=C(C=CC=C1)[Si](C)(C)C